(2E)-N-{3-[4-(Cyclopentylamino)-6-phenylfuro[2,3-d]pyrimidin-5-yl]phenyl}-4-(dimethylamino)but-2-enamide C1(CCCC1)NC=1C2=C(N=CN1)OC(=C2C=2C=C(C=CC2)NC(\C=C\CN(C)C)=O)C2=CC=CC=C2